[Na].CN(CCCN=C=NCC)C 1-(3-dimethylaminopropyl)-3-ethylcarbodiimide, sodium salt